N-cyclobutyl-5-(2-methoxyethoxymethyl)-1-methyl-2-phenyl-indol-7-amine C1(CCC1)NC=1C=C(C=C2C=C(N(C12)C)C1=CC=CC=C1)COCCOC